COC([C@H](CSSC[C@@H](C(=O)OC)NC(C)=O)NC(C)=O)=O N,N'-diacetyl-L-cystine-dimethyl ester